ClC=1C=C(C=CC1Cl)NC1=C(C=NC2=CC(=CC=C12)OC)C#N 4-((3,4-dichlorophenyl)amino)-7-methoxyquinoline-3-carbonitrile